ClC=1C=C(C=C(C1O)Cl)C=1OC2=C(N1)C=CC(=C2)C(=O)OC methyl 2-(3,5-dichloro-4-hydroxy-phenyl)-1,3-benzoxazole-6-carboxylate